10-bromobenzo[g]quinazolin-4(1H)-one BrC=1C2=C(C=C3C(N=CNC13)=O)C=CC=C2